[Cu].O[Ni] hydroxynickel copper